ClC=1C=C(C=CC1OC1=NC=NC2=CC(=C3C(=C12)OCCO3)OC)NC(=O)NC3=CC(=CC=C3)OC 1-(3-chloro-4-((5-methoxy-2,3-dihydro-[1,4]dioxino[2,3-f]quinazolin-10-yl)oxy)phenyl)-3-(3-methoxyphenyl)urea